1-methyl-2-chloroindole-3-carbaldehyde CN1C(=C(C2=CC=CC=C12)C=O)Cl